(R)-N-(5-(2,2-dimethyl-2,3-dihydro-[1,4]dioxino[2,3-b]pyridin-6-yl)-4-((4-(2-(methoxymethyl)pyrrolidin-1-yl)-6-(methylsulfonyl)pyridin-2-yl)amino)pyridin-2-yl)acetamide CC1(OC=2C(=NC(=CC2)C=2C(=CC(=NC2)NC(C)=O)NC2=NC(=CC(=C2)N2[C@H](CCC2)COC)S(=O)(=O)C)OC1)C